P(=O)(OCC([C@H](C[C@H]1C(N(CC1)C(C)=O)=O)NC([C@@H](NC(=O)C=1NC2=CC=CC(=C2C1)OC)CC(C)C)=O)=O)(OC)OC (3S)-4-[(3S)-1-acetyl-2-oxopyrrolidin-3-yl]-3-({N-[(4-methoxy-1H-indol-2-yl)carbonyl]-L-leucyl}amino)-2-oxobutyl dimethyl phosphate